FC1=CC=C(C=C1)N1C(N(C2=C1C=NC=C2)C2CCN(CC2)CN2C(=CC1=C(C=CC=C21)C)C#N)=O ((4-(3-(4-fluorophenyl)-2-oxo-2,3-dihydro-1H-imidazo[4,5-c]pyridin-1-yl)piperidin-1-yl)methyl)-4-methyl-1H-indole-2-carbonitrile